(19R)-22-amino-10-chloro-16-fluoro-5,19-dimethyl-20-oxa-4,5,11,12,23-pentaazapentacyclo[19.3.1.02,6.08,12.013,18]pentacosa-1(24),2(6),3,8,10,13,15,17,21(25),22-decaene-3-carbonitrile NC=1C=2O[C@@H](C3=CC(=CC=C3N3N=C(C=C3CC=3N(N=C(C3C(=CN1)C2)C#N)C)Cl)F)C